N-dimethylaminopropyl-3-aminopropyl isocyanate CN(C)CCCNCCCN=C=O